CN(C(C=CC(C)=O)=O)C N,N-dimethyl-4-oxo-2-pentenamide